NC=1C=2N(C3=CC(=C(C=C3N1)F)C(=O)O)C(=NC2)C 4-amino-7-fluoro-1-methyl-imidazo[1,5-a]quinoxaline-8-carboxylic acid